8-Ethyl-1-[2-methyl-5-(3-methyl-1,2-oxazol-5-yl)benzenesulfonyl]-1,2,3,4-tetrahydroquinoline C(C)C=1C=CC=C2CCCN(C12)S(=O)(=O)C1=C(C=CC(=C1)C1=CC(=NO1)C)C